4-((1-(1-(4-((4-(2-(3-chloro-5-cyanophenyl)prop-2-yl)phenoxy)methyl)pyrimidine-2-yl)azetidin-3-yl)piperidin-4-yl)methyl)piperazine-1-carboxylate ClC=1C=C(C=C(C1)C#N)C(C)(C)C1=CC=C(OCC2=NC(=NC=C2)N2CC(C2)N2CCC(CC2)CN2CCN(CC2)C(=O)[O-])C=C1